COC=1C(=NC(=CC1)C(=C)C)C 3-methoxy-2-methyl-6-(prop-1-en-2-yl)pyridine